Cl[Ru-](C1(C(=C(C(=C1C)C)C)C)C)Cl dichloro(pentamethyl-cyclopentadienyl)ruthenium (II)